C(C)C(C(=O)[O-])CCCC.C(C)C(C(=O)[O-])CCCC.C(C)C(C(=O)[O-])CCCC.C(CCC)[Sn+3] butyltin tris-(2-ethylhexanoate)